FC1CCN(CC1)C=1OC2=C(N1)C=CC=C2 (4-fluoro-1-piperidinyl)-1,3-benzoxazole